FC1=C(C=C(C#N)C=C1)N1CC(C1)OC 4-fluoro-3-(3-methoxyazetidin-1-yl)benzonitrile